2-amino-N-(((1R,3R)-3-hydroxycyclopentyl)methyl)-3-methyl-N-((5-(trifluoromethyl)-2-pyridinyl)methyl)-6-quinolinecarboxamide NC1=NC2=CC=C(C=C2C=C1C)C(=O)N(CC1=NC=C(C=C1)C(F)(F)F)C[C@H]1C[C@@H](CC1)O